tert-butyl (((R)-3-(3-(4-(1-(([1,1'-biphenyl]-4-ylmethoxy)imino)ethyl)phenyl)-1,2,4-oxadiazol-5-yl)pyrrolidin-1-yl)((tert-butoxycarbonyl)imino)methyl)carbamate C1(=CC=C(C=C1)CON=C(C)C1=CC=C(C=C1)C1=NOC(=N1)[C@H]1CN(CC1)C(=NC(=O)OC(C)(C)C)NC(OC(C)(C)C)=O)C1=CC=CC=C1